CS(=O)(=O)OCCCN1N=CC(=N1)C 3-(4-methyl-2H-1,2,3-triazol-2-yl)propyl methanesulfonate